NCC(=O)N1C(C=2N(CC1)C(=C(N2)C2=CC(=C(C=C2)F)F)NC2=CC(=CC=C2)Cl)(C)C 2-amino-1-(3-((3-chlorophenyl)amino)-2-(3,4-difluorophenyl)-8,8-dimethyl-5,6-dihydroimidazo[1,2-a]pyrazin-7(8H)-yl)ethan-1-one